(2s,3r)-2-fluoro-3-methyl-1-oxo-8-azaspiro[4.5]decane-8-carboxylic acid benzyl ester C(C1=CC=CC=C1)OC(=O)N1CCC2(C[C@H]([C@@H](C2=O)F)C)CC1